BrC=1C(=NC=NC1)N1[C@@H](C[C@@H](CC1)C(=O)OCC)C |r| ethyl (2RS,4RS)-1-(5-bromopyrimidin-4-yl)-2-methylpiperidine-4-carboxylate